(R,2S)-N'-(((R)-2-fluoro-1,2,3,5,6,7-hexahydro-s-indacen-4-yl)carbamoyl)-2-methyl-2,3-dihydropyrazolo[5,1-b]oxazole-7-sulfonimidamide F[C@@H]1CC2=CC=3CCCC3C(=C2C1)NC(=O)N=[S@](=O)(N)C=1C=NN2C1O[C@H](C2)C